C(C(=C)C)(=O)OCCCCCCCCCCCCCCCCCCCCCCCCCCCCCC lauryl-stearyl methacrylate